tert-butyl (4-((2-chloro-5-(4,4,5,5-tetramethyl-1,3,2-dioxaborolan-2-yl)phenyl)carbamoyl)oxazol-2-yl)carbamate ClC1=C(C=C(C=C1)B1OC(C(O1)(C)C)(C)C)NC(=O)C=1N=C(OC1)NC(OC(C)(C)C)=O